6-amino-2-ethoxy-9-(2-fluoro-4-(piperazin-1-ylmethyl)benzyl)-9H-purin-8-ol NC1=C2N=C(N(C2=NC(=N1)OCC)CC1=C(C=C(C=C1)CN1CCNCC1)F)O